C1C=[NH+]C=2C=CC3=C(C12)C=CC=C3 1H-benzo[E]indol-3-ium